N-methyl-N-isopropyl-fumaric acid amide CN(C(\C=C\C(=O)O)=O)C(C)C